N12C(=CCSC2CC1)C(=O)O 5-thia-1-azabicyclo[4.2.0]-oct-2-ene-2-carboxylic acid